5-(hydroxymethyl)-3-methylpiperidin-3-ol OCC1CC(CNC1)(O)C